cis-ammonium water platinum [Pt+2].O.[NH4+]